C(C1=CC=CC=C1)(=O)C1(NC(N([C@H]2[C@H](O)[C@H](O)[C@@H](CO)O2)C=C1)=O)N 4-benzoylcytidine